3-(trihydroxysilyl)propyl-N-octadecyl-N,N-dimethyl-ammonium chloride [Cl-].O[Si](CCC[N+](C)(C)CCCCCCCCCCCCCCCCCC)(O)O